ClC=1C=CC2=C([C@H](CCO2)NC(CC2=NC(=NN2CC)C2=CC(=C(C=C2)Cl)F)=O)C1 N-[(4S)-6-Chloro-3,4-dihydro-2H-1-benzopyran-4-yl]-2-[3-(4-chloro-3-fluorophenyl)-1-ethyl-1H-1,2,4-triazol-5-yl]acetamid